tert-butyl (tert-butoxycarbonyl)(7-(2-fluoro-3-(1-(2-oxo-2-phenylethyl)-1H-pyrazol-4-yl)phenyl)-[1,2,4]triazolo[1,5-a]pyridin-2-yl)carbamate C(C)(C)(C)OC(=O)N(C(OC(C)(C)C)=O)C1=NN2C(C=C(C=C2)C2=C(C(=CC=C2)C=2C=NN(C2)CC(C2=CC=CC=C2)=O)F)=N1